(R)-4-[5-(4-chlorophenyl)-1-[2-(trifluoromethyl)-phenyl]pyrrol-2-yl]-N-[2-(dimethylamino)ethyl]benzamide ClC1=CC=C(C=C1)C1=CC=C(N1C1=C(C=CC=C1)C(F)(F)F)C1=CC=C(C(=O)NCCN(C)C)C=C1